C(C)C(CN1C=C(C(C=C1)=O)OCC1=CC=CC=C1)CCCC N-(2-ethylhexyl)-3-benzyloxypyridin-4-one